N-[3-[6-amino-5-[2-[methyl-[(E)-4-[methyl-(3-piperazin-1-ylpropyl)amino]but-2-enoyl]amino]ethoxy]pyrimidin-4-yl]-5-fluoro-2-methyl-phenyl]-4-cyclopropyl-2-fluoro-benzamide NC1=C(C(=NC=N1)C=1C(=C(C=C(C1)F)NC(C1=C(C=C(C=C1)C1CC1)F)=O)C)OCCN(C(\C=C\CN(CCCN1CCNCC1)C)=O)C